1-((3,3-difluorocyclopentyl)methyl)-3-(1,1-difluoroethyl)-4-methyl-N-(2-sulfamoylpyridin-4-yl)-1H-pyrazole-5-carboxamide FC1(CC(CC1)CN1N=C(C(=C1C(=O)NC1=CC(=NC=C1)S(N)(=O)=O)C)C(C)(F)F)F